ClC=1C=C(C(=O)OC)C=C(C1[N+](=O)[O-])NCC1=CN=CN1CC methyl 3-chloro-5-(((1-ethyl-1H-imidazol-5-yl)methyl)amino)-4-nitrobenzoate